C(C)(C)(C)OC(=O)N1C[C@H]([C@@H](C1)C1=CC=CC=C1)[N+](=O)[O-] |r| (±)-trans-3-nitro-4-phenylpyrrolidine-1-carboxylic acid tert-butyl ester